[Na+].FC(C(C(S(=O)(=O)[O-])(F)F)(F)F)(S(=O)(=O)[O-])F.[Na+] hexafluoropropane-1,3-disulfonic acid sodium salt